[NH2+]1CCCCCC1 azepan-1-ium